(R)-(+)-3-Methyladipic acid C[C@H](CCC(=O)O)CC(=O)O